monohydroxyfurodioxine OC=1OC2=C(OC1)OC=C2